butyl (S)-4-(1-hydroxypropan-2-yl)piperidine-1-carboxylate OC[C@@H](C)C1CCN(CC1)C(=O)OCCCC